(trifluoromethyl)-3H-isoindol-1-one FC(F)(F)C1NC(C2=CC=CC=C12)=O